C1(CC1)CNC 1-cyclopropyl-N-methyl-methanamine